[OH-].C(C=C)C(CC=C)(CC=C)[NH3+] triallylmethylammonium hydroxide